(E)-N-(5-(2-(1-methyl-1H-benzo[d][1,2,3]triazol-6-yl)vinyl)-8-(methylamino)-2,7-naphthyridin-3-yl)cyclopropanecarboxamide CN1N=NC2=C1C=C(C=C2)/C=C/C2=C1C=C(N=CC1=C(N=C2)NC)NC(=O)C2CC2